NCCOCCNC(=O)C1=C(C=C(C=C1)NC(=O)C=1N(C(=CN1)C1=CC=C(C=C1)OC(F)F)C)CC N-[4-[2-(2-aminoethoxy)ethylcarbamoyl]-3-ethyl-phenyl]-5-[4-(difluoromethoxy)phenyl]-1-methyl-imidazole-2-carboxamide